tert-Butyl 4-[4-chloro-3-(4-chlorophenyl)phenoxy]piperidine-1-carboxylate ClC1=C(C=C(OC2CCN(CC2)C(=O)OC(C)(C)C)C=C1)C1=CC=C(C=C1)Cl